NS(C1=CC=CC=C1)(=O)=NC([C@H](CC(C)C)NC(OC(C)(C)C)=O)=O tert-butyl ((2S)-1-((amino(oxo)(phenyl)-λ6-sulfanylidene)amino)-4-methyl-1-oxopentan-2-yl)carbamate